ClC=1C=C(C=CC1)C=1OC=CN1 2-(3-chlorophenyl)oxazole